ClC1=NC=C(C(=C1)N[C@H](CCO)C)C1=NN(C=C1)CC(F)(F)F (S)-3-((2-chloro-5-(1-(2,2,2-trifluoroethyl)-1H-pyrazol-3-yl)pyridin-4-yl)amino)butan-1-ol